N1(N=CC=C1)CC=1C=CC(=NC1OC)C(=O)NS(=O)(=O)C1=C(C=C(C=C1OC([2H])([2H])[2H])OC([2H])([2H])[2H])OC([2H])([2H])[2H] 5-((1H-Pyrazol-1-yl)methyl)-6-methoxy-N-((2,4,6-tris(methoxy-d3)phenyl)sulfonyl)picolinamide